FC1(C2CN(CC12)C(C#N)C(C1=CC=CC=C1)=O)F 2-(6,6-difluoro-3-azabicyclo[3.1.0]hex-3-yl)-3-oxo-3-phenylpropionitrile